ClC1=NC(=CC(=N1)Cl)C 2,4-dichloro-6-methyl-pyrimidine